BrC1=CC=C(S1)C(C(=O)O)(C)O 2-(5-bromothiophen-2-yl)-2-hydroxypropanoic acid